CC(CC1=CC=CC=C1)N1CCC(CC1)N(C1=CC=CC=C1)C(CC)=O N-[1-(α-methyl-β-phenylethyl)-4-piperidyl]propionanilide